ethyl 4-[(tert-butylsulfinylamino) (2-pyridyl) methyl]-1-{[2-(trimethylsilyl)-ethoxy] methyl}-2-pyrrolidinecarboxylate C(C)(C)(C)S(=O)NC(C1CC(N(C1)COCC[Si](C)(C)C)C(=O)OCC)C1=NC=CC=C1